ClC1=CC=CC=2N1C(=C(N2)CC)C(=O)NCC2=CC=C(C=C2)N2CCC(CC2)C2=CC=C(C=C2)OC(F)(F)F Chloro-2-ethyl-N-(4-(4-(4-(trifluoromethoxy)-phenyl)piperidin-1-yl)benzyl)imidazo[1,2-a]pyridin-3-carboxamid